(S)-N1-(1-(2-(bicyclo[1.1.1]pentan-1-ylamino)-2-oxoethyl)-2-oxo-1,2-dihydropyridin-3-yl)-N6-ethyl-2-(1-ethyl-1H-indole-2-carboxamido)-5-oxohexanediamide C12(CC(C1)C2)NC(CN2C(C(=CC=C2)NC([C@H](CCC(C(=O)NCC)=O)NC(=O)C=2N(C1=CC=CC=C1C2)CC)=O)=O)=O